C(C)(C)(C)OC(=O)C1=C(N=C(S1)N)C.C(C=CC=CCCCC)=O 6Z-nonadienealdehyde tert-butyl-2-amino-4-methyl-thiazole-5-carboxylate